N1=C(C=NC2=CC=CC=C12)C[C@H](N)C(=O)O 3-(2-quinoxalinyl)-L-alanine